2-hydrazono-2,3-dihydro-3-methylbenzothiazole N(N)=C1SC2=C(N1C)C=CC=C2